6-(2-(4-((5-Cyclopropyl-3-(3,5-dichloropyridin-4-yl)isoxazol-4-yl)methoxy)bicyclo[2.2.2]octan-1-yl)ethyl)chinolin C1(CC1)C1=C(C(=NO1)C1=C(C=NC=C1Cl)Cl)COC12CCC(CC1)(CC2)CCC=2C=C1C=CC=NC1=CC2